ClC(OC1=CC=C(C=C1)NC(=O)C=1C=CC(N(C1)C=1C=NC=CC1)=O)(F)F 5-{[4-(Chlorodifluoromethoxy)phenyl]carbamoyl}-2-oxo-2H-[1,3'-bipyridin]